FC1=C(C=CC(=C1)F)[C@H](C)NC([C@@H](C)N1C(NC2=CC=CC(=C2C1=O)O)=O)=O |o1:12| (2R*)-N-[(1S)-1-(2,4-difluorophenyl)ethyl]-2-(5-hydroxy-2,4-dioxo-1H-quinazolin-3-yl)propanamide